C1(CC1)N([C@@H]1CN(CC1)[C@H]1CCCC([C@@H]1NC(=O)N1CCC(CC1)(C)C1=NOC(=N1)[C@H]1[C@H](C1)F)(F)F)C N-[(1R,6S)-6-{(3S)-3-[cyclopropyl-(methyl)amino]pyrrolidin-1-yl}-2,2-difluorocyclohexyl]-4-{5-[(1S,2S)-2-fluorocyclopropyl]-1,2,4-oxadiazol-3-yl}-4-methylpiperidine-1-carboxamide